FC(CC=O)C=1C=NC(=CC1)C(F)(F)F 3-fluoro-3-(6-(trifluoromethyl)pyridin-3-yl)propanal